2-amino-N-methyl-4-(pent-4-en-1-yloxy)benzamide NC1=C(C(=O)NC)C=CC(=C1)OCCCC=C